(2r,4r)-1,2,4-trihydroxyheptadec-16-yne OC[C@@H](C[C@@H](CCCCCCCCCCCC#C)O)O